OC(C#N)CC hydroxybutyronitrile